hydroxy-2-oxoacetimidoyl cyanide OC(C(=N)C#N)=O